O1C2=C(OCC1)C=C(C=C2)C2N(CCC2)CC2=C(C=C(C=C2)C=2C=NN(C2)C)C 4-(4-((2-(2,3-dihydrobenzo[b][1,4]dioxin-6-yl)pyrrolidin-1-yl)methyl)-3-methylphenyl)-1-methyl-1H-pyrazole